ClC1=CC=C(C(=N1)C(=O)NS(=O)(=O)C)N[C@H](C)C=1C=C(C=C2C(N(C(=NC12)C1=CC(=C(C=C1)C1=NN(C=C1)C)F)C)=O)C (R)-6-chloro-3-((1-(2-(3-fluoro-4-(1-methyl-1H-pyrazol-3-yl)phenyl)-3,6-dimethyl-4-oxo-3,4-dihydroquinazolin-8-yl)ethyl)amino)-N-(methylsulfonyl)picolinamide